4-methyl-2-({6-methylimidazo[1,2-a]pyridin-2-yl}methyl)-1,2-dihydro-2,7-naphthyridin-1-one CC1=CN(C(C2=CN=CC=C12)=O)CC=1N=C2N(C=C(C=C2)C)C1